ClC1=C(C=C(C=C1)Cl)N=NC1=C(C(=CC2=CC=CC=C12)C(=O)NC1=CC=CC=C1)O 4-[(2,5-dichlorophenyl)azo]-3-hydroxy-N-phenyl-2-naphthalenecarboxamide